ethyl (2S)-2-[[(2S)-2-amino-3-[3,5-bis(2-chloroethylsulfanyl)phenyl]propanoyl] amino]-3-phenyl-propanoate-hydrochloride Cl.N[C@H](C(=O)N[C@H](C(=O)OCC)CC1=CC=CC=C1)CC1=CC(=CC(=C1)SCCCl)SCCCl